C(C)(C)(C)OC(=O)N[C@H]1[C@H](CCCC1)N1C=C(C=C1)C(=O)OC methyl 1-((1S,2R)-2-((tert-Butoxycarbonyl) amino) cyclohexyl)-1H-pyrrole-3-carboxylate